3-[6-[(E)-but-2-enyl]-7-oxo-1H-pyrrolo[2,3-c]pyridin-4-yl]-N-isobutyl-4-methoxybenzamide C(\C=C\C)N1C(C2=C(C(=C1)C=1C=C(C(=O)NCC(C)C)C=CC1OC)C=CN2)=O